CC=1C(C(C2=CC=CC=C2C1)=O)=O methyl-1,2-naphthoquinone